2-(6-((R)-2-Benzyl-4-(methylsulfonyl)piperazin-1-yl)-1-methyl-1H-pyrazolo[3,4-d]pyrimidin-3-yl)-3,5-difluoro-4-hydroxybenzonitrile C(C1=CC=CC=C1)[C@H]1N(CCN(C1)S(=O)(=O)C)C1=NC=C2C(=N1)N(N=C2C2=C(C#N)C=C(C(=C2F)O)F)C